CP(O)(=O)OC(C)C1=CN=NN1C 1-(1-methyl-1H-1,2,3-triazol-5-yl)ethan-1-ol O-monomethyl-phosphonate